ClC1=C(C(=O)NCC(=O)N[C@@H](CC(C)C)B2OC(C[C@H](O2)C(=O)OCCOC(=O)C2OB(OC(C2)=O)[C@H](CC(C)C)NC(CNC(C2=C(C=CC(=C2)Cl)Cl)=O)=O)=O)C=C(C=C1)Cl ethane-1,2-diyl (4S,4'S)-bis(2-((R)-1-(2-(2,5-dichlorobenzamido) acetamido)-3-methylbutyl)-6-oxo-1,3,2-dioxaborinane-4-carboxylate)